(S)-1-((2S,3R)-3-amino-2-hydroxy-5-methylhexanoyl)-N-((S)-1-(methoxyamino)-4-methyl-1-oxopentan-2-yl)pyrrolidine-2-carboxamide N[C@@H]([C@@H](C(=O)N1[C@@H](CCC1)C(=O)N[C@H](C(=O)NOC)CC(C)C)O)CC(C)C